ClC=1C(N(C(=CC1OCC1=NC=C(C=C1F)F)C)C=1C(=NC=C(C1)C1=NC(=NC=C1)C(C)(C)O)C)=O rel-3-chloro-4-[(3,5-difluoropyridin-2-yl)methoxy]-5'-[2-(2-hydroxypropan-2-yl)pyrimidin-4-yl]-2',6-dimethyl-[1,3'-bipyridin]-2-one